C(C)(=O)OC(C)(C)C1=CC(=C(C=C1)OC1=C(C=C(C=C1)F)F)C=1C2=C(C(N(C1)C)=O)C=C(O2)C2=CC(=C(C(=C2)C)OCCO)C 2-(4-(2,4-Difluorophenoxy)-3-(2-(4-(2-hydroxyethoxy)-3,5-dimethylphenyl)-5-Methyl-4-oxo-4,5-dihydrofuro[3,2-c]pyridin-7-yl)phenyl)propan-2-ol acetate